1,3,5-trimethoxy-2,4,6-trimethyl-benzene COC1=C(C(=C(C(=C1C)OC)C)OC)C